Dimethyl 2-(2,2-diethoxyethyl)malonate C(C)OC(CC(C(=O)OC)C(=O)OC)OCC